FC1=C(C(=C(C(=C1F)F)F)F)C=CC 2,3,4,5,6-pentafluorophenyl-propene